OC1=C(C=CC=C1)C1=CC(=CN=N1)N1CCC(CC1)(C1=CC=CC=C1)CN(C(=O)C1CCNCC1)CCOC N-({1-[6-(2-hydroxyphenyl)pyridazin-4-yl]-4-phenylpiperidin-4-yl}methyl)-N-(2-methoxyethyl)piperidine-4-carboxamide